6-((4-cyanophenyl)amino)-5-nitronicotinic acid methyl ester COC(C1=CN=C(C(=C1)[N+](=O)[O-])NC1=CC=C(C=C1)C#N)=O